4-acryloyl-7-oxa-4-azaspiro[2.5]octan C(C=C)(=O)N1C2(CC2)COCC1